((6-(isopropyl(methyl)amino)-2-(6-(4-(1-Methyl-1H-pyrazol-4-yl)-4H-1,2,4-triazol-3-yl)pyridin-2-yl)-1-oxo-2,3-dihydro-tert-butyl 1H-pyrrolo[3,4-c]pyridin-4-yl)methyl)(methyl)carbamate C(C)(C)N(C1=CC2=C(C(=N1)COC(NC)=O)C(N(C2=O)C2=NC(=CC=C2)C2=NN=CN2C=2C=NN(C2)C)C(C)(C)C)C